COC1=NN(C=N1)C 3-methoxy-N-methyl-[1,2,4]triazol